((4S,5S)-5-(2-aminophenyl)-2-phenyl-1,3-dioxolan-4-yl)methanol methyl-6-(8-((tert-butoxycarbonyl)amino)-1-hydroxyoctyl)picolinate CC=1C(=NC(=CC1)C(CCCCCCCNC(=O)OC(C)(C)C)O)C(=O)OC[C@@H]1OC(O[C@H]1C1=C(C=CC=C1)N)C1=CC=CC=C1